(biphenylyl)(methyldibenzofuranylphenyl)(diphenylfluorenyl)(biphenylyl)(methyldibenzofuranylphenyl)(diphenylfluorenyl)amine C1(=C(C=CC=C1)C=1C(=C2C=3C(=C(C(=C(C3CC2=CC1)N(C1=C(C(=CC=C1)C)C1=CC=CC=2OC3=C(C21)C=CC=C3)C3=C(C=CC=C3)C3=CC=CC=C3)C3=CC=CC=C3)C3=CC=CC=C3)C3=C(C(=CC=2C1=CC=CC=C1CC32)C3=CC=CC=C3)C3=CC=CC=C3)C3=C(C(=CC=C3)C)C3=CC=CC=2OC1=C(C23)C=CC=C1)C1=CC=CC=C1